CC1=NNC(=C1C1=CC(=CC2=C1N=CS2)C)C 4-(3,5-dimethyl-1H-pyrazol-4-yl)-6-methyl-1,3-benzothiazole